1-(4-chloro-benzyl)-3-(4-((2-(5-fluoropyridin-3-yl)-5-oxopyrrolidin-1-yl)methyl)phenyl)urea ClC1=CC=C(CNC(=O)NC2=CC=C(C=C2)CN2C(CCC2=O)C=2C=NC=C(C2)F)C=C1